2-(4-(5'-(cyclopropylcarbamoyl)-2'-methyl-[1,1'-biphenyl]-4-carbonyl)phenoxy)ethyl (4-nitrophenyl) carbonate C(OCCOC1=CC=C(C=C1)C(=O)C1=CC=C(C=C1)C1=C(C=CC(=C1)C(NC1CC1)=O)C)(OC1=CC=C(C=C1)[N+](=O)[O-])=O